2-(4-((R)-1-(3-Fluorobenzyl)pyrrolidine-3-carbonyl)-3,4-dihydro-2H-pyrido[4,3-b][1,4]oxazin-8-yl)-2,3-dihydrobenzofuran-5-carbonitrile FC=1C=C(CN2C[C@@H](CC2)C(=O)N2C3=C(OCC2)C(=CN=C3)C3OC2=C(C3)C=C(C=C2)C#N)C=CC1